(2S,4R)-1-((S)-2-(2-(1-(Aminomethyl)cyclopentyl)acetamido)-3,3-dimethylbutanoyl)-4-hydroxy-N-((S)-1-(4-(4-methylthiazol-5-yl)phenyl)ethyl)pyrrolidine-2-carboxamide NCC1(CCCC1)CC(=O)N[C@H](C(=O)N1[C@@H](C[C@H](C1)O)C(=O)N[C@@H](C)C1=CC=C(C=C1)C1=C(N=CS1)C)C(C)(C)C